o-toluidine methacrylate C(C(=C)C)(=O)O.NC=1C(=CC=CC1)C